3-(3-{[(6-fluoro-1,3-benzothiazol-2-yl)amino]methyl}-4-methyl-2-azabicyclo[3.1.1]heptane-2-carbonyl)-4-(2H-1,2,3-triazol-2-yl)benzonitrile FC1=CC2=C(N=C(S2)NCC2N(C3CC(C2C)C3)C(=O)C=3C=C(C#N)C=CC3N3N=CC=N3)C=C1